(7S)-2-(azetidin-3-ylamino)-7-isopropyl-4,8-dimethyl-7,8-dihydropteridin-6(5H)-one N1CC(C1)NC1=NC=2N([C@H](C(NC2C(=N1)C)=O)C(C)C)C